ClC1=CC=C(C=C1)[C@@]1(N(C(C2=CC(=CC(=C12)F)C(CC)(C1=NN(C=C1)C)O)=O)CC1=NC=C(C=N1)C#N)O[C@@H]1COCC1 2-{[(1R)-1-(4-chloro-phenyl)-7-fluoro-5-[1-hydroxy-1-(1-methyl-1H-pyrazol-3-yl)propyl]-3-oxo-1-[(3S)-oxolan-3-yloxy]-2,3-dihydro-1H-isoindol-2-yl]methyl}pyrimidine-5-carbonitrile